COC(=O)C1=CC=C2C=CNC(C2=C1)=O 1-oxo-2H-isoquinoline-7-carboxylic acid methyl ester